N1C(=NC2=C3C=CC=NC3=C3N=CC=CC3=C21)C2=CC=C(C(=O)O)C=C2 4-(1H-imidazo[4,5-f][1,10]phenanthroline-2-yl)benzoic acid